tert-butyl rac-(3S)-3-methyl-6-(1-methylpyrazol-3-yl)-3,4-dihydro-2H-pyridine-1-carboxylate C[C@@H]1CN(C(=CC1)C1=NN(C=C1)C)C(=O)OC(C)(C)C |r|